[N+](=O)([O-])C1=CC=C(C=C1)[C@H](C)N (S)-1-[4-nitrophenyl]ethylamine